[(1S)-2-[2-[(2S)-2-[4-[5-[tert-butyl (dimethyl)silyl]oxy-1-tetrahydropyran-2-yl-indazol-3-yl]pyrazol-1-yl]propoxy]ethoxy]-1-methyl-ethyl]methanesulfonate [Si](C)(C)(C(C)(C)C)OC=1C=C2C(=NN(C2=CC1)C1OCCCC1)C=1C=NN(C1)[C@H](COCCOC[C@H](C)CS(=O)(=O)[O-])C